N-(2-((4-((4-chloro-2-isopropoxyphenyl)amino)-5-cyanopyrimidin-2-yl)amino)-5-(4-ethylpiperazin-1-yl)phenyl)acrylamide ClC1=CC(=C(C=C1)NC1=NC(=NC=C1C#N)NC1=C(C=C(C=C1)N1CCN(CC1)CC)NC(C=C)=O)OC(C)C